1-(tert-butyl) 3-methyl 3-((6-((tert-butoxycarbonyl)amino)pyridazin-3-yl)methyl)-5,5-difluoro-2-oxopiperidine-1,3-dicarboxylate C(C)(C)(C)OC(=O)NC1=CC=C(N=N1)CC1(C(N(CC(C1)(F)F)C(=O)OC(C)(C)C)=O)C(=O)OC